COC=1C=C(C=2N(C1)C=NC2)C#C[Si](C)(C)C 6-methoxy-8-((trimethylsilyl)ethynyl)imidazo[1,5-a]pyridine